1-(2-bromophenoxy)-5-methoxynaphthalene BrC1=C(OC2=CC=CC3=C(C=CC=C23)OC)C=CC=C1